N2-(3,4,5-trifluorophenyl)-N3-(furan-2-ylmethyl)quinoxaline-2,3-diamine FC=1C=C(C=C(C1F)F)NC1=NC2=CC=CC=C2N=C1NCC=1OC=CC1